5-(3-fluoro-5-methoxyphenyl)-7-methyl-N-(1,1,1-trifluoropropan-2-yl)pyrazolo[1,5-a]Pyrimidine FC=1C=C(C=C(C1)OC)C1=NC=2N(C(=C1)C)N(CC2)C(C(F)(F)F)C